C(C)(C)(C)NS(=O)(=O)C1=C(C=NN1C1OCCCC1)F N-(tert-butyl)-4-fluoro-1-(tetrahydro-2H-pyran-2-yl)-1H-pyrazole-5-sulfonamide